(5-(3,5-difluorophenyl)-4,5-dihydro-1H-pyrazol-1-yl)(3-((3-methyl-1H-indazol-1-yl)-methyl)bicyclo[1.1.1]pentan-1-yl)methanone FC=1C=C(C=C(C1)F)C1CC=NN1C(=O)C12CC(C1)(C2)CN2N=C(C1=CC=CC=C21)C